CC1=C(C(=NC=C1C1=CC(=CC=C1)C(F)(F)F)N)N methyl-5-(3-(trifluoromethyl)phenyl)pyridine-2,3-diamine